3-(4-fluoro-1-oxo-5-(((2R,3S)-3-(spiro[3.3]heptan-2-ylamino)tetrahydro-2H-pyran-2-yl)methyl)isoindolin-2-yl)piperidine-2,6-dione FC1=C2CN(C(C2=CC=C1C[C@H]1OCCC[C@@H]1NC1CC2(C1)CCC2)=O)C2C(NC(CC2)=O)=O